COC=1C(=C(C=CC1)C=1C(=C(NC1)C(=O)OCC)C1CCOCC1)C ethyl 4-(3-methoxy-2-methylphenyl)-3-(tetrahydro-2H-pyran-4-yl)-1H-pyrrole-2-carboxylate